5,10,15,20-tetra(pentafluorophenyl)-21H,23H-porphyrin iron chloride [Fe](Cl)Cl.FC1=C(C(=C(C(=C1C=1C2=CC=C(N2)C(=C2C=CC(C(=C3C=CC(=C(C=4C=CC1N4)C4=C(C(=C(C(=C4F)F)F)F)F)N3)C3=C(C(=C(C(=C3F)F)F)F)F)=N2)C2=C(C(=C(C(=C2F)F)F)F)F)F)F)F)F